ClC=1C=NC(=NC1)OC1=C(C=C(N)C=C1C)F 4-((5-chloropyrimidin-2-yl)oxy)-3-fluoro-5-methylaniline